[Si](C1=CC=CC=C1)(C1=CC=CC=C1)(C(C)(C)C)OC[C@@]12C[C@H](CN2C([C@H](C1)C)=O)F (2S,6R,7aS)-7a-(((tert-butyldiphenylsilyl)oxy)methyl)-6-fluoro-2-methylhexahydro-3H-pyrrolizin-3-one